4-(pyrrolidin-1-ylmethyl)phenylethanamine N1(CCCC1)CC1=CC=C(C=C1)C(C)N